BrC=1C=C(C(=NC1)C(=O)C1CC1)Cl (5-bromo-3-chloropyridin-2-yl)(cyclopropyl)methanone